2-[4-tert-butyl-N-[(1-cyanocyclopropyl)carbamoyl]anilino]-N-(4,4-difluorocyclohexyl)-2-(5-fluoro-3-pyridyl)acetamide C(C)(C)(C)C1=CC=C(N(C(NC2(CC2)C#N)=O)C(C(=O)NC2CCC(CC2)(F)F)C=2C=NC=C(C2)F)C=C1